ClC1=NC=C(C(=N1)Cl)CS(=NS(=O)(=O)C1=CC=C(C=C1)C)C N-{[(2,4-dichloropyrimidin-5-yl)methyl](methyl)-λ4-sulfanylidene}-4-methylbenzene-1-sulfonamide